tert-butyl N-{2-[4-(2-aminoethyl)piperazin-1-yl] ethyl}carbamate trihydrochloride Cl.Cl.Cl.NCCN1CCN(CC1)CCNC(OC(C)(C)C)=O